CN1N=C2CN(CCC2=C1C1=CC=CC=C1)C(=O)C=1C=C2C=CC=NC2=CC1 (2-methyl-3-phenyl-2,4,5,7-tetrahydro-6H-pyrazolo[3,4-c]pyridin-6-yl)(quinolin-6-yl)methanone